3-[3-methyl-2-oxo-4-(4-piperidyl)benzimidazol-1-yl]piperidine-2,6-dione TFA salt OC(=O)C(F)(F)F.CN1C(N(C2=C1C(=CC=C2)C2CCNCC2)C2C(NC(CC2)=O)=O)=O